NC1=CC=C(C=C1)C(C=O)C para-aminophenylpropionaldehyde